(RS)-3-Chloro-N-(4-pyrrolidin-3-yl-phenyl)-benzamid ClC=1C=C(C(=O)NC2=CC=C(C=C2)[C@@H]2CNCC2)C=CC1 |r|